N,N'-Dibenzhydryl-1,2-ethandiamin C(C1=CC=CC=C1)(C1=CC=CC=C1)NCCNC(C1=CC=CC=C1)C1=CC=CC=C1